C(C=C)(=O)NC=1C(=CC(=C(C1)NC1=NC=C(C(=N1)NC1=C(C=CC=C1)C1=NN(C=C1)C)C(=O)OC(C)C)OC)N1C[C@@H](CC1)N(C)C Isopropyl (R)-2-((5-acrylamido-4-(3-(dimethylamino)pyrrolidin-1-yl)-2-methoxyphenyl)amino)-4-((2-(1-methyl-1H-pyrazol-3-yl)phenyl)amino)pyrimidine-5-carboxylate